C(C)C1=CC(=NN1COCC[Si](C)(C)C)B1OC(C(O1)(C)C)(C)C 5-ethyl-3-(4,4,5,5-tetramethyl-1,3,2-dioxaborolan-2-yl)-1-((2-(trimethylsilyl)ethoxy)methyl)-1H-pyrazole